ClC1=CC=C2C(=N1)CN(C2=O)C2C(NC(CC2)=O)=O 3-(2-chloro-5-oxo-7H-pyrrolo[3,4-b]pyridin-6-yl)piperidine-2,6-dione